COC1=CC=C(CCNC2=NC=C(C(=N2)NC2=CC=CC=C2)C(=O)N)C=C1 2-(4-methoxyphenethylamino)-4-(phenylamino)pyrimidine-5-carboxamide